CC(C=C)CCCC(=C)C 3,7-Dimethyl-1,7-Octadien